ClC=1C(=C(N2N=C(N=CC21)N[C@@H]2[C@H](CN(CC2)C(=O)OC(C)(C)C)O)C2(CCC2)CC)C#N tert-butyl (3S,4S)-4-{[5-chloro-6-cyano-7-(1-ethylcyclobutyl)pyrrolo[2,1-f][1,2,4]triazin-2-yl]amino}-3-hydroxypiperidine-1-carboxylate